1,3,5-tris[3-(triisopropoxysilyl)propyl]-1,3,5-triazine-2,4,6(1H,3H,5H)-trione C(C)(C)O[Si](CCCN1C(N(C(N(C1=O)CCC[Si](OC(C)C)(OC(C)C)OC(C)C)=O)CCC[Si](OC(C)C)(OC(C)C)OC(C)C)=O)(OC(C)C)OC(C)C